C=1(C(=CC=CC1)C(=O)N[C@@H](CCC(=O)O)C(=O)O)C toluoyl-glutamic acid